(7S)-7-Methyl-3-[2-(morpholin-4-yl)ethyl]-2-[(1H-pyrazol-1-yl)methyl]-3H,6H,7H,8H,9H-imidazo[4,5-f]chinolin C[C@@H]1NC2=CC=C3C(=C2CC1)N=C(N3CCN3CCOCC3)CN3N=CC=C3